(S)-2-(5-cyclopropyl-3-(2-(3-fluoroazetidin-1-yl)ethyl)-6-oxopyridazine-1(6H)-yl)-4-methylpentanoic acid C1(CC1)C1=CC(=NN(C1=O)[C@H](C(=O)O)CC(C)C)CCN1CC(C1)F